C(C1=CC=CC=C1)Br benzylBromine